1-carboxymethylimidazole C(=O)(O)CN1C=NC=C1